CC1=CC=C(C=C1)NC(C=C)=O N-(4-methylphenyl)acrylamide